5-isopentyloxy-3-nitro-quinolin-4-amine C(CC(C)C)OC1=C2C(=C(C=NC2=CC=C1)[N+](=O)[O-])N